CC=1OC2=C(N1)C=CC(=C2)OC2CCNCC2 2-methyl-6-(piperidin-4-yloxy)benzo[d]oxazole